ethyl 6-chloro-7-fluoro-1-[6-[(3-hydroxypropyl)amino]pyridin-3-yl]-4-oxoquinoline-3-carboxylate ClC=1C=C2C(C(=CN(C2=CC1F)C=1C=NC(=CC1)NCCCO)C(=O)OCC)=O